1-(3-aminophenyl)-3-(3-fluoro-5-(5-(3-(methylsulfonyl)phenyl)-1H-pyrazolo[3,4-b]pyridin-3-yl)phenyl)urea NC=1C=C(C=CC1)NC(=O)NC1=CC(=CC(=C1)C1=NNC2=NC=C(C=C21)C2=CC(=CC=C2)S(=O)(=O)C)F